C(=O)O.CC1=NN2C(C(=NC(=C2)NC(=O)N2CCC=3C2=NC=CC3N3C[C@H](N[C@H](C3)C)C)C)=N1 N-(2,8-dimethyl-[1,2,4]triazolo[1,5-a]pyrazin-6-yl)-4-((3R,5S)-3,5-dimethylpiperazin-1-yl)-2,3-dihydro-1H-pyrrolo[2,3-b]pyridine-1-carboxamide formate